C(C=C)(=O)C1=CC=C(C=C1)C#CC1=CC=C(C=C1)CCCCC 4-acryloyl-4'-pentyltolane